SC1(CCC(CC1)C(=C)C)C MERCAPTO-8-MENTHENE